tert-butyl-{(2S)-1-[(2-aminoethyl)amino]-4-[{(1R)-1-[1-benzyl-4-(2,5-difluorophenyl)-1H-imidazol-2-yl]-2,2-dimethylpropyl}(glycoloyl)amino]-1-oxobutan-2-yl}carbamate C(C)(C)(C)OC(N[C@H](C(=O)NCCN)CCN(C(CO)=O)[C@H](C(C)(C)C)C=1N(C=C(N1)C1=C(C=CC(=C1)F)F)CC1=CC=CC=C1)=O